6'-(((1S,3S)-3-aminocyclopentyl)amino)-2-oxo-2H-[1,3'-bipyridine]-5-carbonitrile N[C@@H]1C[C@H](CC1)NC1=CC=C(C=N1)N1C(C=CC(=C1)C#N)=O